C(CCCCCCC)(=O)O.C(CCCCCCC)(=O)O.N(CCO)(CCO)CCO Triethanolamine dioctanoate